5-((4-(cyclohexylamino)-5-(trifluoromethyl)pyrimidin-2-yl)amino)benzo[c][1,2]oxaborol-1(3H)-ol C1(CCCCC1)NC1=NC(=NC=C1C(F)(F)F)NC1=CC2=C(B(OC2)O)C=C1